(E,Z)-2,6-Dodecadienal C(\C=C\CC\C=C/CCCCC)=O